7-diphenylphosphino-7'-carboxy-1,1'-spirobiindane C1(=CC=CC=C1)P(C=1C=CC=C2CCC3(C12)CCC1=CC=CC(=C13)C(=O)O)C1=CC=CC=C1